ClC=1C=C(C=CC1)C(C)=O 1-(3-chlorophenyl)ethane-1-one